C(C1=CC=CC=C1)C=1SC(=NN1)Br 2-benzyl-5-bromo-1,3,4-thiadiazole